P(=O)(O)(O)OCC[N+](C)(C)C.C(C)C(C(C)O)O ethyl-1,2-propanediol choline phosphate